FC1=CC=C(C=C1)NC(=S)N[C@@H](CCCNC(N)=N)C(=O)NCC(=O)N[C@@H](CC(=O)O)C(=O)O ((4-fluorophenyl)carbamothioyl)-L-arginylglycyl-L-aspartic acid